NC1(CC1)CNC(C1=CC=C(C=C1)C1=NC(=CN=C1)C=1C=NC=C(C1)F)=O N-((1-aminocyclopropyl)methyl)-4-(6-(5-fluoropyridin-3-yl)pyrazin-2-yl)benzamide